CN(C1=CC=C(C=C1)C12CCC(CC1)(CC2)CN(C(=O)C2CCOCC2)C=2C=C(C=CC2)/C=C/C(=O)OC)C methyl (E)-3-(3-(N-((4-(4-(dimethylamino)phenyl)bicyclo[2.2.2]octan-1-yl)methyl)tetrahydro-2H-pyran-4-carboxamido)phenyl)acrylate